5-methoxy-3-methyl-N-(1-methyl-1H-indazol-6-yl)pentane-1-sulfonamide COCCC(CCS(=O)(=O)NC1=CC=C2C=NN(C2=C1)C)C